2-acetyl-3'-nitrodiphenylamine CC(=O)C1=CC=CC=C1NC2=CC(=CC=C2)[N+](=O)[O-]